COC1=C(CN(S(=O)(=O)C2=C(C=C(C=C2F)N2C[C@@](CCC2)(CCC2=NC(=CC=C2)C(F)(F)F)N(C)CC)F)C2=NC=NC=C2)C=CC(=C1)OC (R)-N-(2,4-dimethoxybenzyl)-4-(3-(ethyl(methyl)amino)-3-(2-(6-(trifluoromethyl)pyridin-2-yl)ethyl)piperidin-1-yl)-2,6-difluoro-N-(pyrimidin-4-yl)benzenesulfonamide